The molecule is the open-chain aldehyhde form of L-arabinose. It is a L-arabinose and an aldehydo-arabinose. It is an enantiomer of an aldehydo-D-arabinose. C([C@@H]([C@@H]([C@H](C=O)O)O)O)O